[(1R,2S)-2-heptylcyclopropyl]-N,N-dimethyloctadecan-9-amine C(CCCCCC)[C@@H]1[C@@H](C1)CCCCCCCCC(CCCCCCCCC)N(C)C